(E)-3-(4-hydroxybenzylidene)-6-methyl-2-(4-hydroxyphenyl)-2,3-dihydro-4H-1-benzopyran-4-one OC1=CC=C(\C=C\2/C(OC3=C(C2=O)C=C(C=C3)C)C3=CC=C(C=C3)O)C=C1